N-[1-[1-[2-[1-(4-Cyano-2-pyridyl)-4-piperidyl]ethyl]-4,5,6,7-tetrahydroindazol-3-carbonyl]-4-piperidyl]acetamid C(#N)C1=CC(=NC=C1)N1CCC(CC1)CCN1N=C(C=2CCCCC12)C(=O)N1CCC(CC1)NC(C)=O